ClC=1C=CC=2N(C1)N=C(C2CCN)COC2OCCCC2 2-(6-chloro-2-(((tetrahydro-2H-pyran-2-yl)oxy)methyl)pyrazolo[1,5-a]pyridin-3-yl)ethan-1-amine